C(C1=CC=CC=C1)OC1CCC(CC1)N1N=C(C=C1)C(F)F 1-(4-(Benzyloxy)cyclohexyl)-3-(difluoromethyl)-1H-pyrazole